C(C)NCC.C(#N)C=1N=CNC1C#N 4,5-dicyanoimidazole diethylamine salt